11,11,11-tridecyl-3-[(trimethylsilyl)oxy]hexasiloxane C(CCCCCCCCC)[Si](O[SiH2]O[SiH2]O[SiH2]O[SiH](O[SiH3])O[Si](C)(C)C)(CCCCCCCCCC)CCCCCCCCCC